1,1-diaminoethane-1,2-diol NC(CO)(O)N